4-(7-(2-amino-3,5-dichloro-6-fluorophenyl)-3-cyano-6-fluoro-1-(2-isopropyl-4-methylpyridin-3-yl)-2-oxo-1,2-dihydro-1,8-naphthyridin-4-yl)piperazine-1-carboxylic acid tert-butyl ester C(C)(C)(C)OC(=O)N1CCN(CC1)C1=C(C(N(C2=NC(=C(C=C12)F)C1=C(C(=CC(=C1F)Cl)Cl)N)C=1C(=NC=CC1C)C(C)C)=O)C#N